tert-Butyl 2-(4-acetylpiperazin-1-yl)-6-(cyclobutylamino)pyridine-4-carboxylate C(C)(=O)N1CCN(CC1)C1=NC(=CC(=C1)C(=O)OC(C)(C)C)NC1CCC1